COC1=CC=C(OCCN2C3=NC=NC(=C3N=C2)N)C=C1 9-(2-(4-methoxyphenoxy)ethyl)-9H-purin-6-amine